C1(=CC=C(C=C1)S(=O)(=O)OC1=C(C=CC=C1)NC(=O)NC1=C(C=CC=C1)OS(=O)(=O)C1=CC=C(C=C1)CC)C N-[2-(p-tolylsulfonyloxy)phenyl]-N'-[2-(p-ethylphenylsulfonyloxy)phenyl]urea